[N+](#[C-])C1=CC=C(C(=O)OCC(=O)NC2=C(C=CC=C2C)C)C=C1 2-((2,6-dimethylphenyl)amino)-2-oxoethyl 4-isocyanobenzoate